C(C=C)(=O)N[C@H]1CN(CC1)S(=O)(=O)N1CCC(CC1)CN1CCC2(CN(C2)C=2N=CN=NC2OC2=C(C(=O)N(C(C)C)C(C)C)C=C(C=C2)F)CC1 (R)-2-((5-(7-((1-((3-acrylamidopyrrolidin-1-yl)sulfonyl)piperidin-4-yl)methyl)-2,7-diazaspiro[3.5]nonan-2-yl)-1,2,4-triazin-6-yl)oxy)-5-fluoro-N,N-diisopropylbenzamide